Triphenylcarbon tetrakis(perfluoronaphthalen-2-yl)borate FC1=C(C(=C(C2=C(C(=C(C(=C12)F)F)F)F)F)F)[B-](C1=C(C2=C(C(=C(C(=C2C(=C1F)F)F)F)F)F)F)(C1=C(C2=C(C(=C(C(=C2C(=C1F)F)F)F)F)F)F)C1=C(C2=C(C(=C(C(=C2C(=C1F)F)F)F)F)F)F.C1(=CC=CC=C1)[C+](C1=CC=CC=C1)C1=CC=CC=C1